NC1=C2N=CN(C2=NC(=N1)Cl)[C@H]1[C@@H]([C@@H]([C@H](O1)CO[C@](C(=O)O)(CC1=CC=CC=C1)C1=NNC=N1)O)O (R)-2-(((2R,3S,4R,5R)-5-(6-amino-2-chloro-9H-purin-9-yl)-3,4-dihydroxytetrahydrofuran-2-yl)methoxy)-3-phenyl-2-(1H-1,2,4-triazol-3-yl)propanoic acid